3-(benzo[d]thiazol-5-yl)morpholin-4-carboxylic acid tert-butyl ester C(C)(C)(C)OC(=O)N1C(COCC1)C=1C=CC2=C(N=CS2)C1